FC1=CC(=C(C=C1)C(CCC)O)C1=NN=NN1 1-(4-Fluoro-2-(1H-tetrazol-5-yl)phenyl)butan-1-ol